C(C1=CC=CC=C1)N1CC=2N(CC1)N=C(C2C2=CC(=NC=C2)CC2(OCCO2)C)C2=CC=C(C=C2)F 5-benzyl-2-(4-fluorophenyl)-3-(2-((2-methyl-1,3-dioxolan-2-yl)methyl)pyridin-4-yl)-4,5,6,7-tetrahydropyrazolo[1,5-a]pyrazine